3-bromo-1-(3-chloropyridin-2-yl)-N-(2-bromo-4-chloro-6-(N-butylaminoformyl)phenyl)-N-methyl-1H-pyrazole-5-carboxamide BrC1=NN(C(=C1)C(=O)N(C)C1=C(C=C(C=C1C(=O)NCCCC)Cl)Br)C1=NC=CC=C1Cl